BrC1=CC(=CC=2N(C(=NC21)C)C(=O)C2=CC=CC=C2)C=2C(=NOC2C)C (4-bromo-6-(3,5-dimethylisoxazol-4-yl)-2-methyl-1H-benzo[d]imidazol-1-yl)(phenyl)methanone